ClC1=CC=C(C=C1)N(C=1C=CC=2N(C3=CC=CC=C3C2C1)C1=CC=CC=C1)C1=CC=CC=C1 N-(4-chlorophenyl)-N,9-diphenyl-9H-carbazol-3-amine